C(C1=CC=CC=C1)OC=1C(C(=CN2N3CC4=C(CN(C(C21)=O)C3)C=CC(=C4)F)C(=O)NCC4=C(C=C(C=C4F)F)F)=O 1-(benzyloxy)-9-fluoro-2,14-dioxo-N-(2,4,6-trifluorobenzyl)-2,7,12,14-tetrahydro-6,13-methanobenzo[g]pyrido[1,2-b][1,2,5]triazonine-3-carboxamide